O=CCCCCCSCCNC(CCNC([C@@H](C(COP(OP(OC[C@@H]1[C@H]([C@H]([C@@H](O1)N1C=NC=2C(N)=NC=NC12)O)OP(=O)(O)O)(=O)O)(=O)O)(C)C)O)=O)=O ketohexanyl-CoA